(S)-2-((3-(4-(3-fluorobenzyl)-1H-pyrazole-1-carboxamido)-5-methyl-4-oxo-2,3,4,5-tetrahydrobenzo[b][1,4]oxazepin-7-yl)oxy)acetic acid FC=1C=C(CC=2C=NN(C2)C(=O)N[C@@H]2C(N(C3=C(OC2)C=CC(=C3)OCC(=O)O)C)=O)C=CC1